COC=1C=CC2=C(CCC=3C=NC(=NC23)NC2=CC=C(C=C2)[N+](=O)[O-])C1 8-methoxy-N-(4-nitrophenyl)-5,6-dihydrobenzo[h]quinazolin-2-amine